C1(CC1)S(=O)(=O)NC1=CC(=NC=C1)[C@@H](CCN1CCCCC1)NC(=O)C=1SC(=CN1)C1=NC(=CN=C1)OCC (R)-N-(1-(4-(cyclopropanesulfonamido)pyridin-2-yl)-3-(piperidin-1-yl)propyl)-5-(6-ethoxypyrazin-2-yl)thiazole-2-carboxamide